C(=O)O.C(C)OC1=NC(=NC=C1C(=O)NC1=CC2=CN(N=C2C(=C1)OC)C)N1CC(CC1)NC 4-ethoxy-N-(7-methoxy-2-methyl-2H-indazol-5-yl)-2-(3-(methylamino)pyrrolidin-1-yl)pyrimidine-5-carboxamide formate salt